N-(2-((5-nitro-3-oxoisobenzofuran-1(3H)-ylidene)methyl)phenyl)acetamide [N+](=O)([O-])C=1C=C2C(OC(C2=CC1)=CC1=C(C=CC=C1)NC(C)=O)=O